rel-(R)-4-(1-(5-methyl-1-((2-(trimethylsilyl)ethoxy)methyl)-1H-imidazol-4-yl)ethyl)aniline CC1=C(N=CN1COCC[Si](C)(C)C)[C@H](C)C1=CC=C(N)C=C1 |o1:14|